COC=1C=C(C=CC1)CCO 2-(3-Methoxyphenyl)ethan-1-ol